C(C)(C)(C)OC(=O)N1C2C(OCC1C1=CC=C(C=C1)N1C(=CC3=C1N=CNC3=O)Cl)CCCC2 3-(4-(6-chloro-4-oxo-3,4-dihydro-7H-pyrrolo[2,3-d]pyrimidin-7-yl)phenyl)octahydro-4H-benzo[b][1,4]oxazine-4-carboxylic acid tert-butyl ester